4-Formyl-3,5-diphenoxyphenyl-2-(4-(5,11-bis(3,5-bis(trifluoromethyl)phenyl)-1,3-dioxo-1H-xantheno[2,1,9-def]isoquinolin-2(3H)-yl)phenyl)acetate C(=O)C1=C(C=C(C=C1OC1=CC=CC=C1)C(C(=O)[O-])C1=CC=C(C=C1)N1C(C2=CC(=C3C=4C2=C(C1=O)C=C(C4OC4=CC=CC=C43)C4=CC(=CC(=C4)C(F)(F)F)C(F)(F)F)C4=CC(=CC(=C4)C(F)(F)F)C(F)(F)F)=O)OC4=CC=CC=C4